3-(METHYLAMINO)BENZO[D]ISOXAZOL-5-YLBORONIC ACID CNC1=NOC2=C1C=C(C=C2)B(O)O